4-(pyridin-3-yloxy)pyrimidin-2-amine N1=CC(=CC=C1)OC1=NC(=NC=C1)N